(6-((5-bromo-2-((4-(4-(3-(dimethylamino)azetidine-1-yl)piperidine-1-yl)-5-ethyl-2-methoxyphenyl)amino)pyrimidin-4-yl)amino)-2,3-dihydrobenzo[b][1,4]dioxin-5-yl)dimethylphosphine BrC=1C(=NC(=NC1)NC1=C(C=C(C(=C1)CC)N1CCC(CC1)N1CC(C1)N(C)C)OC)NC1=C(C2=C(OCCO2)C=C1)P(C)C